Cl.Cl.N[C@@H]1CN(C[C@@H](C1)C)C1=C(C=NC=C1C)NC(=O)C=1C(=C(C(=CC1)F)C1=C(C=CC=C1F)F)F N-(4-((3S,5R)-3-amino-5-methylpiperidin-1-yl)-5-methylpyridin-3-yl)-2,2',6,6'-Tetrafluoro-[1,1'-biphenyl]-3-carboxamide dihydrochloride